(3R)-1-(3-{[1-(tert-butoxy)-2-methyl-1-oxopropan-2-yl]oxy}-2-chlorophenyl)piperidine C(C)(C)(C)OC(C(C)(C)OC=1C(=C(C=CC1)N1CCCCC1)Cl)=O